C(C)OC(CC1=NC(=CC=C1)Br)=O.CC(C)(C)[S@@](=O)N=CC=1C=NN(C1)C(F)(F)F (R)-2-methyl-N-((1-(trifluoromethyl)-1H-pyrazol-4-yl)methylene)propane-2-sulfinamide Ethyl-2-(6-bromo-2-pyridyl)acetate